1-bromo-1,3-diazinane-2,4-dione BrN1C(NC(CC1)=O)=O